C(C)(=O)OC1CCC2=C1N=C(N=C2C(N[C@@H]2CC[C@H](CC2)OC)=O)N2C=NC=C2 2-(imidazol-1-yl)-4-{[(trans)-4-methoxycyclohexyl]carbamoyl}-5H,6H,7H-cyclopenta[d]pyrimidin-7-yl acetate